6-[(1R)-1-methoxyethyl]-N-(6-piperazin-1-ylpyridazin-3-yl)-8-piperidin-1-ylpyrido[3,4-d]pyrimidin-2-amine CO[C@H](C)C1=CC2=C(N=C(N=C2)NC=2N=NC(=CC2)N2CCNCC2)C(=N1)N1CCCCC1